(2R)-2-(2-ethoxy-2-oxoethoxy)propionic acid ethyl ester C(C)OC([C@@H](C)OCC(=O)OCC)=O